methyl-phenylboronic acid CC1=C(C=CC=C1)B(O)O